3-(pyrrolo[1,2-a]pyrazin-6-ylmethoxy)isonicotinaldehyde C=1C=2N(C=CN1)C(=CC2)COC2=C(C=O)C=CN=C2